2-(3,3-Difluoro-1-piperidyl)-2-oxo-acetic acid FC1(CN(CCC1)C(C(=O)O)=O)F